9-benzyl-5-methoxy-4-methoxy-carbazol C(C1=CC=CC=C1)N1C2=CC=CC(=C2C=2C(=CC=CC12)OC)OC